bromoglucose C([C@H]([C@H]([C@@H]([C@H](C(=O)Br)O)O)O)O)O